N-({2-[5-fluoro-2-(2H-1,2,3-triazol-2-yl)benzoyl]-4-methyl-2-azabicyclo[3.1.1]hept-3-yl}methyl)-5-(trifluoromethyl)pyridin-2-amine FC=1C=CC(=C(C(=O)N2C3CC(C(C2CNC2=NC=C(C=C2)C(F)(F)F)C)C3)C1)N1N=CC=N1